C(C)OP(=O)(OCC)O.C(CCC)P(CC)(CCCC)CCCC tributyl-(ethyl)phosphine diethyl-phosphate